O=C1N(C[C@@H](C1)CCC)[C@H](C(=O)N)CC (S)-2-[(R)-2-oxo-4-propylpyrrolidin-1-yl]butanamide